N-(2-bromo-3-methylphenyl)-2-iodobenzamide BrC1=C(C=CC=C1C)NC(C1=C(C=CC=C1)I)=O